[Pt].ClC1(C(CCCC1)(N)Cl)N dichloro-1,2-cyclohexanediamine platinum